P(=O)([O-])([O-])[O-].C(CCCCCCCCCCCCC)[NH3+].C(CCCCCCCCCCCCC)[NH3+].C(CCCCCCCCCCCCC)[NH3+] tetradecyl-ammonium phosphate